C(C)NC=1C=C(C=C2C(C(NC12)=O)(C)N1C[C@@H](CCC1)CC1=CC=C(C(=O)O)C=C1)F 4-[[(3S)-1-[7-(ethylamino)-5-fluoro-3-methyl-2-oxo-indolin-3-yl]-3-piperidyl]methyl]benzoic acid